BrC1=CC=CC(=N1)N1NC=NC1=O (6-bromo-2-pyridinyl)-1H-1,2,4-triazol-5-one